C(C)(C)(C)OC(=O)NC(=CC(=O)NC1=C(C=C(C=C1)S(=O)(=O)N(C1=C(N=CS1)C(=O)OC(C)(C)C)CC1=CC=C(C=C1)OC)F)NC(=O)OC(C)(C)C tert-butyl 5-[[4-[3,3-bis(tert-butoxycarbonyl amino)prop-2-enoylamino]-3-fluorophenyl]sulfonyl-[(4-methoxyphenyl)methyl]amino]thiazole-4-carboxylate